5-(N-benzyl-N-(2-(4-(3-bromothiophene-2-carbonyl)piperazin-1-yl)phenyl)sulfamoyl)-3-methylbenzothiophene-2-Carboxylic acid C(C1=CC=CC=C1)N(S(=O)(=O)C=1C=CC2=C(C(=C(S2)C(=O)O)C)C1)C1=C(C=CC=C1)N1CCN(CC1)C(=O)C=1SC=CC1Br